3-(5-(((1R,2R)-2-(ethylamino)cyclopentyl)amino)-1-oxoisoindolin-2-yl)piperidine-2,6-dione C(C)N[C@H]1[C@@H](CCC1)NC=1C=C2CN(C(C2=CC1)=O)C1C(NC(CC1)=O)=O